C(C)C1=NSC(=N1)C1=NN=C2N1CCN([C@@H]2C)C(=O)C2=CC=C(C=C2)F (R)-(3-(3-ethyl-1,2,4-thiadiazol-5-yl)-8-methyl-5,6-dihydro-[1,2,4]triazolo[4,3-a]pyrazin-7(8H)-yl)(4-fluorophenyl)methanone